3-(2-chlorophenyl)-4-methyl-1H-pyrazol-5-amine ClC1=C(C=CC=C1)C1=NNC(=C1C)N